tert-Butyl (2S,4R)-2-acetyl-4-fluoropyrrolidine-1-carboxylate C(C)(=O)[C@H]1N(C[C@@H](C1)F)C(=O)OC(C)(C)C